ClC1=NC=C(C(=N1)NCC1=CC=C(C=C1)C=1N(C(=CN1)C(F)(F)F)C)NC 2-chloro-N5-methyl-N4-(4-(1-methyl-5-(trifluoromethyl)-1H-imidazol-2-yl)benzyl)pyrimidine-4,5-diamine